C(C)N(CCCNC(=O)C1=NC2=CC=CC=C2N=C1NC1=CC=C(C=C1)C)CC N-(3-(Diethylamino)propyl)-3-(p-tolylamino)quinoxaline-2-carboxamide